[Cl-].ClC1=CC=C(C=C1)C1CCN2CC=CC=C12 1-(4-chlorophenyl)-2,3-dihydro-1H-indolizine chloride